[Si](C)(C)(C(C)(C)C)OC[C@H](C1=CC(=CC=C1)Cl)N1C(C=C(C=C1)C=1C=C2C(=NN(C2=CC1)C1OCCCC1)NC1=CC=NN1C)=O 1-((S)-2-((tert-butyldimethylsilyl)oxy)-1-(3-chlorophenyl)-ethyl)-4-(3-((1-methyl-1H-pyrazol-5-yl)amino)-1-(tetrahydro-2H-pyran-2-yl)-1H-indazol-5-yl)pyridin-2(1H)-one